C(C=C)(=O)N1CCN(CC1)C1=NC=NC2=C(C(=C(C=C12)Cl)C1=C(OCCCNC(OC(C)(C)C)=O)C=CC=C1F)F tert-butyl (3-(2-(4-(4-acryloylpiperazin-1-yl)-6-chloro-8-fluoroquinazolin-7-yl)-3-fluorophenoxy)propyl)carbamate